C(C)C(CCC)OC(CC)=O propanoic acid-ethylbutyl ester